N-(amino(5-(2-hydroxypropan-2-yl)thiazol-2-yl)(oxo)-λ6-sulfaneylidene)-2-(3-fluoro-2,6-diisopropylphenyl)acetamide NS(=NC(CC1=C(C(=CC=C1C(C)C)F)C(C)C)=O)(=O)C=1SC(=CN1)C(C)(C)O